N[C@H](C(=O)O)CCCNC(=N)N (S)-2-amino-5-guanidinopentanoic acid